N[C@H]1[C@H](CCC2=CC=CC=C12)C(=O)O cis-1-amino-1,2,3,4-tetrahydronaphthalene-2-carboxylic acid